Glucosamine calcium salt [Ca].OC1[C@H](N)[C@@H](O)[C@H](O)[C@H](O1)CO